2-(4,4-Difluoroazepan-1-yl)-5-(difluoromethoxy)Nicotinamide heptadecan-9-yl-8-(N-(6-oxo-6-(undecyloxy)hexyl)-2-(pyrrolidin-1-yl)acetamido)octanoate CCCCCCCCC(CCCCCCCC)OC(CCCCCCCN(C(CN1CCCC1)=O)CCCCCC(OCCCCCCCCCCC)=O)=O.FC1(CCN(CCC1)C1=C(C(=O)N)C=C(C=N1)OC(F)F)F